FC(C(F)(F)F)(C1=NC(=NC(=N1)C(C(F)(F)F)(F)F)C(C(F)(F)F)(F)F)F 2,4,6-tris(pentafluoroethyl)-s-triazine